C(C1=CC=CC=C1)C1=NN=C(O1)C(=O)N[C@H]1CCC2=C(N(C1=O)C)N=CC=N2 (S)-5-benzyl-N-(5-methyl-6-oxo-6,7,8,9-tetrahydro-5H-pyrazino[2,3-b]azepin-7-yl)-1,3,4-oxadiazole-2-carboxamide